C1=CC=C(C=C1)OC2=CC=C(C=C2)S(=O)(=O)C3=CC=C(C=C3)OC4=CC=CC=C4 4,4'-diphenoxydiphenylsulfone